4-[6-(2,2-diethoxyethoxy)-4-methyl-1-oxo-isoindolin-2-yl]-N-(3-methoxy-4-methyl-phenyl)cyclohexanecarboxamide C(C)OC(COC1=CC(=C2CN(C(C2=C1)=O)C1CCC(CC1)C(=O)NC1=CC(=C(C=C1)C)OC)C)OCC